stearyl-dithiodiacetic acid C(CCCCCCCCCCCCCCCCC)C(C(=O)O)SSCC(=O)O